BrC=1C=C(C=C2C(NC3=CC=C(C=C23)I)=O)C=C(C1O)Br 3-(3,5-dibromo-4-hydroxybenzylidene)-5-iodo-1,3-dihydroindol-2-one